N[C@H]1CC=C[C@H]([C@@H]1C1=C(C2=NC(=CC(=C2S1)NCC=1SC=CC1)Cl)Br)C 2-((1s,2r,6s)-6-amino-2-methylcyclohex-3-en-1-yl)-3-bromo-5-chloro-N-(thiophen-2-ylmethyl)thieno[3,2-b]pyridin-7-amine